ON(C(C)=O)CCCCCNC(=O)CCC(=O)NO 3-((5-(N-hydroxyacetamido)pentyl)carbamoyl)propionohydroxamic acid